4-(3-morpholinopropoxy)benzamide O1CCN(CC1)CCCOC1=CC=C(C(=O)N)C=C1